3-(2-methyl-5-(5-(trifluoromethyl)-4-((2-(trimethylsilyl)ethoxy)methyl)-4H-1,2,4-triazol-3-yl)pyridin-3-yl)oxazolidin-2-one CC1=NC=C(C=C1N1C(OCC1)=O)C1=NN=C(N1COCC[Si](C)(C)C)C(F)(F)F